CC1(CCN(CC1)C=1OC2=C(C=C(C=C2C(C1)=O)C)C(C)NC1=C(C(=O)O)C=C(C(=C1)F)OC)C 2-((1-(2-(4,4-dimethylpiperidin-1-yl)-6-methyl-4-oxo-4H-chromen-8-yl)ethyl)amino)-4-fluoro-5-methoxybenzoic acid